1-chloro-3-iodo-5,5-dimethylhydantoin ClN1C(=O)N(C(=O)C1(C)C)I